N-[(1-ethyl-2-{3-[(4-methylphenyl)amino]prop-1-yn-1-yl}-1H-indol-5-yl)methyl]-1-methylpiperidin-4-amine C(C)N1C(=CC2=CC(=CC=C12)CNC1CCN(CC1)C)C#CCNC1=CC=C(C=C1)C